tert-butyl ((5-(thiophen-2-yl)-1,3,4-oxadiazol-2-yl)methyl)carbamate S1C(=CC=C1)C1=NN=C(O1)CNC(OC(C)(C)C)=O